C(CC=C)C1=NC(=CC=2C3=C(C=CC=C3NC12)C1=CC=CC=C1)F 1-(3-butenyl)-3-fluoro-5-phenyl-beta-carboline